BrC=1C=C(C(=NC1)O)OCC(=O)C1=NC=C(C=C1)C1CC1 2-((5-bromo-2-hydroxypyridin-3-yl)oxy)-1-(5-cyclopropylpyridin-2-yl)ethan-1-one